N(=[N+]=[N-])CC(=O)NCCCC[C@H](NC(=O)OC(C)(C)C)C(=O)O N6-(2-azidoacetyl)-N2-(t-butoxycarbonyl)-L-lysine